rac-5-methyl-4,5-dihydronaphtho[2,1-d]isoxazole-3-carboxamide C[C@@H]1CC=2C(=NOC2C2=CC=CC=C12)C(=O)N |r|